tert-butyl (2-(4-((2-(((R or S)-1-(benzyloxy)hexan-3-yl)oxy)-4-(bis(2,4-dimethoxybenzyl)amino)imidazo[2,1-f][1,2,4]triazin-7-yl)(hydroxy)methyl)-2-methylphenoxy)ethyl)(methyl)carbamate C(C1=CC=CC=C1)OCC[C@@H](CCC)OC1=NN2C(C(=N1)N(CC1=C(C=C(C=C1)OC)OC)CC1=C(C=C(C=C1)OC)OC)=NC=C2C(C2=CC(=C(OCCN(C(OC(C)(C)C)=O)C)C=C2)C)O |o1:10|